2-(4-cyclopropyl-6-methoxy-pyrimidin-5-yl)-4-[[4-[1-methyl-4-(trifluoromethyl)imidazol-2-yl]phenyl]methoxy]-5,6,7,8-tetrahydropyrido[4,3-d]pyrimidine C1(CC1)C1=NC=NC(=C1C=1N=C(C2=C(N1)CCNC2)OCC2=CC=C(C=C2)C=2N(C=C(N2)C(F)(F)F)C)OC